2-(bis(3-chloro-4-fluorophenyl)methyl)-5-((3-methoxy-3-methylpyrrolidin-1-yl)sulfonyl)-1H-imidazole ClC=1C=C(C=CC1F)C(C=1NC(=CN1)S(=O)(=O)N1CC(CC1)(C)OC)C1=CC(=C(C=C1)F)Cl